N1=NC(=CC=C1)CN1[C@H](CN(CC1)C1=C(SC(=C1)CC(C)C)C#N)C 3-((3S)-4-(1,2-diazin-3-ylmethyl)-3-methylpiperazin-1-yl)-5-isobutylthiophene-2-carbonitrile